tert-butyl 2-((4-cyclopropyl-1-(2,6-dichlorophenyl)-1H-1,2,3-triazol-5-yl) methylene)-7-azaspiro[3.5]nonane-7-carboxylate C1(CC1)C=1N=NN(C1C=C1CC2(C1)CCN(CC2)C(=O)OC(C)(C)C)C2=C(C=CC=C2Cl)Cl